CNC[C@H]1OCCN(C1)C=O ((R)-2-((methylamino)methyl)morpholino)methanone